COC(=O)C=1N(C=C(C1)C1=CC=C(C=C1)NC(=O)OC(C)(C)C)C 4-(4-((Tert-Butoxycarbonyl)amino)phenyl)-1-methyl-1H-pyrrole-2-carboxylic acid methyl ester